1-{3-methoxy-4-{2-[4-(4-methoxyphenyl)piperazin-1-yl]ethoxy}benzyl}-3-(3-nitrophenyl)urea COC=1C=C(CNC(=O)NC2=CC(=CC=C2)[N+](=O)[O-])C=CC1OCCN1CCN(CC1)C1=CC=C(C=C1)OC